2-[2-(2-methoxyethoxy)phenyl]-4,4,5,5-tetramethyl-1,3,2-dioxaborolane COCCOC1=C(C=CC=C1)B1OC(C(O1)(C)C)(C)C